tert-Butyl (S)-((6-(2,2'-dichloro-3'-(4,4,5,5-tetramethyl-1,3,2-dioxaborolan-2-yl)-[1,1'-biphenyl]-3-yl)-2-methoxypyridin-3-yl)-methyl)((5-oxopyrrolidin-2-yl)methyl)carbamate ClC1=C(C=CC=C1C1=CC=C(C(=N1)OC)CN(C(OC(C)(C)C)=O)C[C@H]1NC(CC1)=O)C1=C(C(=CC=C1)B1OC(C(O1)(C)C)(C)C)Cl